C(N)(=O)C=1C=C(C=CC1F)NC(=O)[C@@H]1O[C@@]([C@H]([C@H]1C1=C(C=C(C=C1)F)OC(F)F)C)(C(F)(F)F)C (2R,3S,4S,5S)-N-(3-Carbamoyl-4-fluoro-phenyl)-3-[2-(difluoromethoxy)-4-fluoro-phenyl]-4,5-dimethyl-5-(trifluoromethyl)tetrahydrofuran-2-carboxamid